chloro-2'-hydroxybiphenyl-3-carboxylic acid ClC1=C(C=CC=C1C(=O)O)C1=C(C=CC=C1)O